FC1=C(CN2[C@@H](CCC2=O)CC(=O)N[C@@H]([C@H](OC)C)C(=O)OCC2=CC=C(C=C2)[N+](=O)[O-])C=CC=C1F 4-Nitrobenzyl N-(2-((S)-1-(2,3-difluorobenzyl)-5-oxopyrrolidin-2-yl)acetyl)-O-methyl-L-threoninate